CYCLOBUTANATE C1(CCC1)C(=O)[O-]